C(CCCC)P(C)CCCCC Dipentylmethyl-phosphin